5-((1S,5R)-1-(5-(1-cyclopropylpiperidin-4-yl)-1,3,4-oxadiazol-2-yl)-5-(trifluoromethyl)-3-azabicyclo[3.1.0]hexan-3-yl)quinoline-8-carbonitrile C1(CC1)N1CCC(CC1)C1=NN=C(O1)[C@@]12CN(C[C@]2(C1)C(F)(F)F)C1=C2C=CC=NC2=C(C=C1)C#N